2,2'-azobisisohexanenitrile N(=NC(C#N)CC(C)C)C(C#N)CC(C)C